O[C@@H](CC(=O)O)C 3-(R)-hydroxybutyric acid